(2-[8-(trimethoxysilyl)octoxy]-5-hydroxyphenyl)triphenylphosphonium bromide [Br-].CO[Si](CCCCCCCCOC1=C(C=C(C=C1)O)[P+](C1=CC=CC=C1)(C1=CC=CC=C1)C1=CC=CC=C1)(OC)OC